3-(thiazol-2-yl)urea S1C(=NC=C1)NC(N)=O